({[1-(tert-butoxycarbonyl)cyclopropyl]oxy}imino)acetic acid C(C)(C)(C)OC(=O)C1(CC1)ON=CC(=O)O